BrC1=CC(=NC=C1)C(=O)NCC(F)(F)F 4-bromo-N-(2,2,2-trifluoroethyl)picolinamide